[(3S)-3-(1H-1,2,4-Triazol-5-yl)pyrrolidin-1-yl]-[3-[6-[1-(trifluoromethyl)cyclopropyl]-3-pyridyl]azetidin-1-yl]methanone N1N=CN=C1[C@@H]1CN(CC1)C(=O)N1CC(C1)C=1C=NC(=CC1)C1(CC1)C(F)(F)F